C(#N)C=1C=NN2C1C(=CC(=C2)C=2C=NN(C2)C)CCC=2C=C(C=CC2)NC(C=C)=O N-(3-(2-(3-cyano-6-(1-methyl-1H-pyrazol-4-yl)pyrazolo[1,5-a]pyridin-4-yl)ethyl)phenyl)acrylamide